C(C)(C)(C)OC(=O)N1CC(C1)OC1=CN=C(S1)[C@H]1N([C@@H](CC2=C1N(C1=CC=CC=C21)C(=O)OC(C)(C)C)C)CC(C)(C)F tert-Butyl (1S,3R)-1-(5-((1-(tert-butoxycarbonyl)azetidin-3-yl)oxy)thiazol-2-yl)-2-(2-fluoro-2-methylpropyl)-3-methyl-1,2,3,4-tetrahydro-9H-pyrido[3,4-b]indole-9-carboxylate